6-(5-cyano-1H-pyrrolo[2,3-b]pyridin-1-yl)-N-(1-(4-((2,6-dioxopiperidin-3-yl)amino)benzyl)piperidin-4-yl)-4-(isopropylamino)nicotinamide C(#N)C=1C=C2C(=NC1)N(C=C2)C2=NC=C(C(=O)NC1CCN(CC1)CC1=CC=C(C=C1)NC1C(NC(CC1)=O)=O)C(=C2)NC(C)C